2,3,4,5-Tetrahydropyrido[3,2-f][1,4]oxazepine, hydrochloride Cl.O1CCNCC2=C1N=CC=C2